5-((1R,4R)-5-((1-(benzo[4,5]imidazo[1,2-a]pyrimidin-2-yl)piperidin-4-yl)methyl)-2,5-diazabicyclo[2.2.1]heptan-2-yl)-2-(2,4-dioxotetrahydropyrimidin-1(2H)-yl)isoindoline-1,3-dione N=1C=2N(C=CC1N1CCC(CC1)CN1[C@H]3CN([C@@H](C1)C3)C=3C=C1C(N(C(C1=CC3)=O)N3C(NC(CC3)=O)=O)=O)C3=C(N2)C=CC=C3